C1(C=CCCC1)C1=CC=CC=C1 1,4,5,6-tetrahydro-[1,1'-biphenyl]